ClC1=C(C=C(C=C1)F)C1=CC=C(N=N1)NC1C[C@@H]2[C@@H](CN(C2)CC2CCOCC2)C1 (3aR,5s,6aS)-N-[6-(2-chloro-5-fluoro-phenyl)pyridazin-3-yl]-2-(tetrahydropyran-4-ylmethyl)-3,3a,4,5,6,6a-hexahydro-1H-cyclopenta[c]pyrrol-5-amine